Phenyl-benzyl-phosphorus oxide C1(=CC=CC=C1)[P](CC1=CC=CC=C1)=O